2-furylacetate O1C(=CC=C1)CC(=O)[O-]